[Si](C)(C)(C(C)(C)C)OCCS(=O)(=O)CC(CCC[C@](C(=O)O)(C)C1=CC(=CC=C1)CCC(=O)OCC)(C)C (R)-7-((2-((tert-butyldimethylsilyl)oxy)ethyl)sulfonyl)-2-(3-(3-ethoxy-3-oxopropyl)phenyl)-2,6,6-trimethylheptanoic acid